(S)-1-glycylpyrrolidine-2-carbonitrile HCL Cl.NCC(=O)N1[C@@H](CCC1)C#N